[5-(4-amino-3-chloro-phenyl)-2-methyl-1,2,4-triazol-3-yl]-4-(trifluoromethoxy)benzamide NC1=C(C=C(C=C1)C=1N=C(N(N1)C)C1=C(C(=O)N)C=CC(=C1)OC(F)(F)F)Cl